FC(OC1=CC=C(C=C1)C#C)(F)F 4-(trifluoromethoxy)phenylacetylene